ClC1=C(C=C(CNC(C(C)C)=O)C=C1)C=1NC(C=C(N1)C=1C=NC=C(C1)F)=O N-{4-chloro-3-[4-(5-fluoropyridin-3-yl)-6-oxo-1,6-dihydropyrimidin-2-yl]benzyl}isobutyramide